tert-Butyl 4-(3-bromo-5-(trifluoromethyl)phenyl)piperazine-1-carboxylate BrC=1C=C(C=C(C1)C(F)(F)F)N1CCN(CC1)C(=O)OC(C)(C)C